1-[5-(1-Benzofuran-5-sulfonyl)-1H,2H,3H,4H,5H,6H-pyrrolo[3,4-c]pyrrol-2-yl]-2-methylpentan-1-one O1C=CC2=C1C=CC(=C2)S(=O)(=O)N2CC1=C(C2)CN(C1)C(C(CCC)C)=O